3,3-Bis(ethylthio)-2-(3-methyl-6-(trifluoromethyl)-3H-imidazo[4,5-b]pyridin-2-yl)acrylonitrile C(C)SC(=C(C#N)C1=NC=2C(=NC=C(C2)C(F)(F)F)N1C)SCC